FC(C=1C=C(C=CC1)[Mg]Br)(F)F m-trifluoromethyl-phenyl-magnesium bromide